Sodium Oxyhydroxide O(O)O.[Na]